[N+](=O)([O-])C1=CC=C(C=C1)N1CCC(CC1)CNC1CCN(CC1)C1=CC=C(C=C1)C1C(NC(CC1)=O)=O 3-(4-(4-(((1-(4-nitrophenyl)piperidin-4-yl)methyl)amino)piperidin-1-yl)phenyl)piperidine-2,6-dione